[Na].[Na].[Na].P(C=1C=C(C=CC1)S(=O)(=O)O)(C=1C=C(C=CC1)S(=O)(=O)O)C=1C=C(C=CC1)S(=O)(=O)O 3,3',3''-Phosphanetriyltris(benzenesulfonic acid) trisodium